(2S)-6-[(2S)-2,5-diaminopentanamido]-2-({[(9H-fluoren-9-yl)methoxy]carbonyl}amino)hexanoic acid N[C@H](C(=O)NCCCC[C@@H](C(=O)O)NC(=O)OCC1C2=CC=CC=C2C=2C=CC=CC12)CCCN